4-(5-Methylfuran-2-yl)-8-(pyridin-2-yloxy)pyrazolo[1,5-a][1,3,5]triazin-2-amine CC1=CC=C(O1)C1=NC(=NC=2N1N=CC2OC2=NC=CC=C2)N